N-(4-fluoro-3-methylphenyl)-5-(2-((1-(hydroxymethyl)cyclohexyl)amino)-2-oxoacetyl)-1,2,4-trimethyl-1H-pyrrole-3-carboxamide FC1=C(C=C(C=C1)NC(=O)C1=C(N(C(=C1C)C(C(=O)NC1(CCCCC1)CO)=O)C)C)C